8-(2-trifluoroacetamidobutyryloxy)quinolone 4-((2,6-difluoro-4-(1-methyl-1H-1,2,4-triazol-5-yl)benzyl)oxy)phenyl-sulfurofluoridate FC1=C(COC2=CC=C(C=C2)OS(=O)(=O)F)C(=CC(=C1)C1=NC=NN1C)F.FC(C(=O)NC(C(=O)OC=1C=CC=C2C=CC(NC12)=O)CC)(F)F